N-thiazol-2-yl-carboxamide S1C(=NC=C1)NC=O